4,4-dimethyl-5,6-dihydrobenzo[b]thiophen-7(4H)-one CC1(CCC(C=2SC=CC21)=O)C